C1(=CC=CC=C1)C=1NC(=C(N1)C(=O)C1=CC=CC=C1)C1=CC=CC=C1 (2,5-diphenyl-1H-imidazol-4-yl)(phenyl)methanone